(R)-(1,8-dimethyl-3-(3-methyl-1,2,4-thiadiazol-5-yl)-5,6-dihydroimidazo[1,5-a]pyrazin-7(8H)-yl)(4-fluorophenyl)methanone CC=1N=C(N2C1[C@H](N(CC2)C(=O)C2=CC=C(C=C2)F)C)C2=NC(=NS2)C